ClCC1=NC=C(C=N1)C 2-(chloromethyl)-5-methylpyrimidine